C1(=CC=CC=C1)NC(CC)=O N-phenyl-propanamide